C(C)S(=O)(=O)C1=CC2=C(N(C(N2C)=O)C)C=C1C1=NC2=C(N1C)C=CC(=C2)S(=O)(=O)C(F)(F)F 5-ethylsulfonyl-1,3-dimethyl-6-[1-methyl-5-(trifluoromethyl-sulfonyl)benzimidazol-2-yl]benzimidazol-2-one